C1(CC1)C1=NN=C(S1)NC(=O)C1=NN2C(C(N(CC2)CC2=C(C=CC=C2)F)=O)=C1C 5-(2-Fluorobenzyl)-3-methyl-4-oxo-4,5,6,7-tetrahydropyrazolo[1,5-a]pyrazine-2-carboxylic acid (5-cyclopropyl-[1,3,4]thiadiazol-2-yl) amide